4-Ethyl-5-((7-methyl-6-azaspiro[3.4]octan-6-yl)sulfonyl)thiazole C(C)C=1N=CSC1S(=O)(=O)N1CC2(CCC2)CC1C